C(C)C=1C(NC=2C=C(C=NC2C1)CN1C[C@@H](N(C[C@@H]1C)C=1C=CC(=NC1)C(=O)NC([2H])([2H])[2H])C)=O 5-((2S,5S)-4-((7-ethyl-6-oxo-5H-1,5-naphthyridin-3-yl)methyl)-2,5-dimethylpiperazin-1-yl)-N-(methyl-d3)pyridine-2-carboxamide